FC1=C(C=CC=C1)N(C(O)=O)C[C@]1(CN(CC1)C(C)(C)C=1C=NC(=CC1)C)CCC=1SC(=CC1)F.ClC1=CC=C(NC(=O)OC(C)C)C=C1 |o1:12| p-chloro-N-isopropoxycarbonyl-aniline (S)-fluoro((R or S)-3-(2-(5-fluoro-thiophen-2-yl)ethyl)-1-(2-(6-methylpyridin-3-yl)propan-2-yl)pyrrolidin-3-yl)methyl-phenylcarbamate